trans-1-((4-((S)-3-(3,5-difluorophenyl)isoxazolidine-2-carbonyl)cyclohexyl)methyl)-5-fluoro-1H-benzo[d]imidazole-6-carbonitrile FC=1C=C(C=C(C1)F)[C@H]1N(OCC1)C(=O)[C@@H]1CC[C@H](CC1)CN1C=NC2=C1C=C(C(=C2)F)C#N